tert-butyl 4-[2-(4-bromo-1H-imidazol-1-yl)acetyl]piperazine-1-carboxylate BrC=1N=CN(C1)CC(=O)N1CCN(CC1)C(=O)OC(C)(C)C